ethyl 5-(2-{[(benzyloxy) carbonyl] amino} ethyl)-1,3-oxazole-4-carboxylate C(C1=CC=CC=C1)OC(=O)NCCC1=C(N=CO1)C(=O)OCC